C(C)(C)(C)OC(NC1=C2C=NC(=NC2=C(C=C1)C=1C=NC=CC1C)NC1=CC(=C(C=C1)C1CCOCC1)CN1C[C@@H](CC1)O)=O (R)-(2-((3-((3-hydroxypyrrolidin-1-yl)methyl)-4-(tetrahydro-2H-pyran-4-yl)phenyl)amino)-8-(4-methylpyridin-3-yl)quinazolin-5-yl)carbamic acid tert-butyl ester